(E)-1-(3-methoxy-4-(3-methylbutane-1,3-dien-1-yl)phenyl)-4-methylpiperazine COC=1C=C(C=CC1\C=C\C(=C)C)N1CCN(CC1)C